2-Chloro-3-(cyclopropylcarbonylamino)-4-(trifluoromethoxy)benzoic acid ClC1=C(C(=O)O)C=CC(=C1NC(=O)C1CC1)OC(F)(F)F